6-chloro-7-(7-fluoro-5-azaspiro[2.4]heptan-5-yl)pyrazolo[1,5-a]pyrimidine ClC=1C=NC=2N(C1N1CC3(CC3)C(C1)F)N=CC2